N1[C@@H](CC1)COC=1C=CC(=C(C(=O)NC2(CC2)C2=C3C=CC(=NC3=CC(=C2)C2=NC=C(C=N2)F)C)C1)C (S)-5-(Azetidin-2-ylmethoxy)-N-(1-(7-(5-fluoropyrimidin-2-yl)-2-methylquinolin-5-yl)cyclopropyl)-2-methylbenzamide